O[C@@H]1C[C@H](CNC1)NC(OC(C)(C)C)=O tert-butyl ((3R,5R)-5-hydroxypiperidin-3-yl)carbamate